tert-butyl 3-(3-fluoro-6-(pyrazolo[1,5-a]pyridin-3-yl)pyridin-2-yl)piperidine-1-carboxylate FC=1C(=NC(=CC1)C=1C=NN2C1C=CC=C2)C2CN(CCC2)C(=O)OC(C)(C)C